COC(=O)C12CCC(CC1)(CC2)C2=CC=C(C=C2)Br 4-(4-bromophenyl)bicyclo[2.2.2]octane-1-carboxylic acid methyl ester